tributyl-(pyrazin-2-yl)stannane C(CCC)[Sn](C1=NC=CN=C1)(CCCC)CCCC